6-Chloro-N-(3-chloro-4-(difluoromethoxy)-2-fluorophenyl)pyrimido[5,4-d]pyrimidin-4-amine ClC=1N=CC=2N=CN=C(C2N1)NC1=C(C(=C(C=C1)OC(F)F)Cl)F